2-(4-(5-chloro-2-(4-chloro-1H-1,2,3-triazol-1-yl)phenyl)-2,5-dioxopiperazin-1-yl)-3-(pyridin-4-yl)propanoic acid ClC=1C=CC(=C(C1)N1CC(N(CC1=O)C(C(=O)O)CC1=CC=NC=C1)=O)N1N=NC(=C1)Cl